1,2,3,4-Tetramethyl-anthracen-9,10-dion CC1=C(C(=C(C=2C(C3=CC=CC=C3C(C12)=O)=O)C)C)C